methyl 2-((4-oxopyrido[4,3-d]pyrimidin-3(4H)-yl)methyl)benzofuran-7-carboxylate O=C1C2=C(N=CN1CC=1OC3=C(C1)C=CC=C3C(=O)OC)C=CN=C2